3-(oxiran-2-ylmethyl)imidazolidin-2-one O1C(C1)CN1C(NCC1)=O